sec-butyltris(butoxy)tin C(C)(CC)[Sn](OCCCC)(OCCCC)OCCCC